9-cyclopropyl-10-(2,4-difluorophenyl)-7-((S)-2-methylpiperazin-1-yl)-2,3-dihydro-5H-[1,4]thiazino[2,3,4-ij]quinazolin-5-one C1(CC1)C=1C=C2C(=NC(N3C2=C(C1C1=C(C=C(C=C1)F)F)SCC3)=O)N3[C@H](CNCC3)C